2-ethynyl-6-methoxy-7-(3-(pyrrolidin-1-yl)propoxy)-N-(tetrahydro-2H-pyran-3-yl)quinazolin-4-amine C(#C)C1=NC2=CC(=C(C=C2C(=N1)NC1COCCC1)OC)OCCCN1CCCC1